5-chloro-2-methyl-8-phenylimidazo[1,2-a]pyrazin-6-amine ClC1=C(N=C(C=2N1C=C(N2)C)C2=CC=CC=C2)N